(4-(3-methoxyoxetan-3-yl)phenyl)(3-(4-(trifluoromethyl)phenoxy)azetidin-1-yl)methanone COC1(COC1)C1=CC=C(C=C1)C(=O)N1CC(C1)OC1=CC=C(C=C1)C(F)(F)F